C(#N)C(C)(C)NC(N([C@H](C)C1=CC(=CC=C1)C=1N=C(C=2N(C1)C=CN2)OC)CC)=O (R)-3-(2-cyanopropan-2-yl)-1-ethyl-1-(1-(3-(8-methoxyimidazo[1,2-a]pyrazin-6-yl)phenyl)ethyl)urea